6-(5-iodopyridin-2-yl)-2-oxa-6-azaspiro[3.3]heptane IC=1C=CC(=NC1)N1CC2(COC2)C1